C(C=1C(O)=CC=CC1)(=O)OCCC=CCC 3-hexenyl salicylate